FC=1C(=CC(=C(C1)NC1=NC=C(C(=N1)OC=1C=CC=C2CN(C(C12)=O)C)C(F)(F)F)OC)N1CC2(C1)CCN(CC2)C 7-((2-((5-fluoro-2-methoxy-4-(7-methyl-2,7-diazaspiro[3.5]non-2-yl)phenyl)amino)-5-(trifluoromethyl)pyrimidin-4-yl)oxy)-2-methylisoindolin-1-one